ClC1=C(C=C(C=C1)NC(=O)NC1=CC=C(OC2=CC(=NC=C2)C(=O)NC)C=C1)C(F)(F)F 4-[4-[[4-chloro-3-(trifluoromethyl)phenyl]carbamoylamino]phenoxy]-N-methylpyridine-2-carboxamide